ClC1=CC(=C2C(=NC(N(C2=C1)C1=CC=CC=C1)=O)NC)OC[C@@H](C)O (R)-7-chloro-5-(2-hydroxypropoxy)-4-(methylamino)-1-phenylquinazolin-2(1H)-one